methyl-2,4-dichloro-6-methyl-5-nitro-pyrimidine CN1C(N=C(C(=C1C)[N+](=O)[O-])Cl)Cl